2-((1r,3r)-3-((4-methoxy-5-(quinolin-6-yl)pyrrolo[2,1-f][1,2,4]triazin-2-yl)amino)cyclobutyl)propan-2-ol COC1=NC(=NN2C1=C(C=C2)C=2C=C1C=CC=NC1=CC2)NC2CC(C2)C(C)(C)O